5-methyl-1,2,4-triazol-3-one trifluoroacetate FC(C(=O)O)(F)F.CC1=NC(N=N1)=O